CC1=NC(=CC(=C1)C=1NC2=CC=C(C=C2C1C(C)C)C1CCN(CC1)CC1CNCC1)C 2-(2,6-dimethylpyridin-4-yl)-3-isopropyl-5-(1-(pyrrolidin-3-ylmethyl)piperidin-4-yl)-1H-indole